5-fluoro-4-(4-phenylindan-1-yl)oxy-2-(3-pyridylmethoxy)benzaldehyde FC=1C(=CC(=C(C=O)C1)OCC=1C=NC=CC1)OC1CCC2=C(C=CC=C12)C1=CC=CC=C1